COC1=CC=C(C=C1)C(C)(C)C=1N=C(SC1)NC(=O)NCC=1C=NC=NC1 1-(4-(2-(4-methoxyphenyl)propan-2-yl)thiazol-2-yl)-3-(pyrimidin-5-ylmethyl)urea